N-(2-aminoethyl)aminopropylmethyldimethoxysilane NCCNCCC[Si](OC)(OC)C